FC(CC1CO1)(C(C(C(F)(F)F)(C(F)(F)F)F)(F)F)F [2,2,3,3,4,5,5,5-octafluoro-4-(trifluoromethyl)amyl] ethylene oxide